C(C=C)N1S(C2=C(C3=C1N=CC=C3)N=C(N=C2)NC2=CC=CC=C2)(=O)=O 6-allyl-N-phenyl-6H-pyrido[2,3-c]pyrimido[4,5-e][1,2]thiazin-2-amine 5,5-dioxide